C(C1=CC=CC=C1)OC1=C(C(=C(C(=O)OC)C(=C1)C)OC)C methyl 4-(benzyloxy)-2-methoxy-3,6-dimethylbenzoate